FC(OC=1C=C(C=CC1)C1=CC(=CO1)C(=O)NC1=NC(=NS1)CN1CCCCC1)F 5-(3-(Difluoromethoxy)phenyl)-N-(3-(piperidin-1-ylmethyl)-1,2,4-thiadiazol-5-yl)furan-3-Formamide